C(C=C)(=O)N1[C@H](CN(CC1)C1=NC(=NC=2C[C@@H](CCC12)N1CCC2=CC=CC(=C12)Cl)OC[C@H]1N(CCC1)C)CC#N 2-((S)-1-Acryloyl-4-((R)-7-(7-chloroindolin-1-yl)-2-(((S)-1-methylpyrrolidin-2-yl)methoxy)-5,6,7,8-tetrahydroquinazolin-4-yl)piperazin-2-yl)acetonitrile